BrC1=CN=C2C(=CC(=NC2=C1)OC[C@]12CCCN2C[C@@H](C1)F)N1C[C@H]2CC[C@@H](C1)N2C(=O)OC(C)(C)C tert-Butyl (1R,5S)-3-(7-bromo-2-(((2R,7aS)-2-fluorotetrahydro-1H-pyrrolizin-7a(5H)-yl)methoxy)-1,5-naphthyridin-4-yl)-3,8-diazabicyclo[3.2.1]octane-8-carboxylate